OC1=C(C(=O)NCC2=CC=C(C(=O)O)C=C2)C=C(C(=C1)S(=O)(=O)O)O 4-((2,5-dihydroxy-4-sulfobenzamido)methyl)benzoic acid